CS(=O)(=O)C1=CC=C(C=C1)C1CCN(CC1)CC1=CC(=NC=C1)C=1C=C2CN(C(C2=CC1)=O)C1C(NC(CC1)=O)=O 3-(5-(4-((4-(4-(methylsulfonyl)phenyl)piperidin-1-yl)methyl)pyridin-2-yl)-1-oxoisoindolin-2-yl)piperidine-2,6-dione